1-(10-((4-(thiophen-2-ylmethoxy)phenyl)amino)-2,3-dihydro-4H-[1,4]oxazino[2,3-f]quinazolin-4-yl)prop-2-en-1-one S1C(=CC=C1)COC1=CC=C(C=C1)NC1=NC=NC2=CC=C3C(=C12)OCCN3C(C=C)=O